2-(4-amino-3-carboxyphenyl)benzothiazole NC1=C(C=C(C=C1)C=1SC2=C(N1)C=CC=C2)C(=O)O